7-chloro-8-methoxy-3-(tetrahydro-2H-pyran-4-yl)imidazo[1,5-a]Pyridine ClC1=C(C=2N(C=C1)C(=NC2)C2CCOCC2)OC